C(C1=CC=CC=C1)OCC(C(=O)N1CCC2(CC1)CN(C1=CC=CC=C12)S(=O)(=O)C)NC(C(C)(C)NC([O-])=O)=O (1-((3-(benzoxy)-1-(1-(methansulfonyl)spiro[indolin-3,4'-piperidin]-1'-yl)-1-oxopropan-2-yl)amino)-2-methyl-1-oxopropan-2-yl)carbamate